NCCOCC=1N=NN(C1)CCCC(=O)N[C@H](C(=O)N1[C@@H](C[C@H](C1)O)C(=O)NCC1=CC=C(C=C1)C1=C(N=CS1)C)C(C)(C)C (2s,4R)-1-((S)-2-(4-(4-((2-aminoethoxy)methyl)-1H-1,2,3-triazol-1-yl)butanamido)-3,3-dimethylbutanoyl)-4-hydroxy-N-(4-(4-methylthiazol-5-yl)benzyl)pyrrolidine-2-carboxamide